C1N(CC2=CC=CC=C12)C(C(SC=1SC=CN1)(F)F)=O 1-(1,3-dihydro-2H-isoindol-2-yl)-2,2-difluoro-2-(1,3-thiazol-2-ylsulfanyl)ethanone